CN(CCC#N)CCC=O 3-[METHYL(3-OXOPROPYL)AMINO]PROPANENITRILE